6-{[(3R,3'R)-3'-hydroxy-1,4-dihydro-1'H,2H-spiro[isoquinoline-3,4'-piperidin]-1'-yl]carbonyl}-1,3-dimethyl-1,7-dihydro-4H-pyrazolo[3,4-b]pyridin-4-one O[C@@H]1CN(CC[C@@]12NCC1=CC=CC=C1C2)C(=O)C2=CC(C1=C(N2)N(N=C1C)C)=O